Sarcosyl-(N-Lauroylsarcosine) N(C)CC(=O)CN(CC(=O)O)C(CCCCCCCCCCC)=O